7-(difluoromethyl)-6-(1-methylpyrazol-4-yl)-1,2,3,4-tetrahydroquinoline FC(C1=C(C=C2CCCNC2=C1)C=1C=NN(C1)C)F